FC(OC=1C=C(C=CC1)B(O)O)(F)F (3-(trifluoromethoxy)phenyl)boronic acid